BrC=1C(=C(C=CC1)CS(=O)(=O)NC)I (3-bromo-2-iodophenyl)-N-methyl-methanesulfonamide